tert-butyldimethyl-((5-nitro-2-(4,4,5,5-tetramethyl-1,3,2-dioxaborolan-2-yl)benzyl)oxy)silane C(C)(C)(C)[Si](OCC1=C(C=CC(=C1)[N+](=O)[O-])B1OC(C(O1)(C)C)(C)C)(C)C